B(O)(O)O.C1(CCCC1)C1=C(C=CC=C1)C1=CC=CC=C1 cyclopentyl-biphenyl-boric acid